ClC=1C2=C(SC1)C=CC=C2 3-Chlorobenzo[b]thiophen